(3R)-3-methyl-morpholin C[C@H]1NCCOC1